(Z)-(2-(4-fluorophenyl)pyridine) FC1=CC=C(C=C1)C1=NC=CC=C1